(E)-2-methyl-N-(1-(pyridin-3-yl)ethylidene)propane-2-sulfinamide CC(C)(C)S(=O)/N=C(\C)/C=1C=NC=CC1